(S)-N-(9-(((S)-1-amino-1-carbonylpropan-2-yl)amino)-5,6-dihydrobenzo[f]imidazo[1,2-d][1,4]oxazepin-2-yl)-N-(2,2-difluoroethyl)oxetane-2-carboxamide NC([C@H](C)NC1=CC2=C(C=3N(CCO2)C=C(N3)N(C(=O)[C@H]3OCC3)CC(F)F)C=C1)=C=O